C(C(C)(C)C)(=O)O.CCC1(S[C@H]2N([C@H]1C(=O)O)C([C@H]2N)=O)C methyl-6-aminopenicillanic acid pivalate salt